4-((2S,5R)-4-(1-(4-(difluoromethyl)-2-fluorophenyl)-2-methylpropyl)-2,5-dimethylpiperazin-1-yl)-2-methyl-1-(((S)-tetrahydrofuran-2-yl)methyl)-1H-[1,2,4]triazolo[3,4-b]purine FC(C1=CC(=C(C=C1)C(C(C)C)N1C[C@@H](N(C[C@H]1C)C=1C=2N=C(N(C2N2C(N1)=NN=C2)C[C@H]2OCCC2)C)C)F)F